7-hydroxy-3,3-dimethyl-3,4-dihydroquinolin-2(1H)-one OC1=CC=C2CC(C(NC2=C1)=O)(C)C